8-ethyl-3-iodo-2-(trifluoromethyl)-4H-pyrido[1,2-a]pyrimidin-4-one C(C)C1=CC=2N(C(C(=C(N2)C(F)(F)F)I)=O)C=C1